diethyl (diisopropylmethylene)malonate C(C)(C)C(C(C)C)=C(C(=O)OCC)C(=O)OCC